ClC1=C(C=C(C=C1)[C@H](CNCCC)C1=CC=CC=C1)C=1C(=CC=C(C1F)OCCOC)C(=O)N (1r,4r)-2'-chloro-6-fluoro-5-(2-methoxyethoxy)-5'-(1-phenyl-2-(propylamino)ethyl)-[1,1'-biphenyl]-2-carboxamide